3,7-dimethyl-8-(methylsulfanyl)-1-phenethyl-1H-purine-2,6(3H,7H)-dione CN1C(N(C(C=2N(C(=NC12)SC)C)=O)CCC1=CC=CC=C1)=O